(3S)-3-(ethoxymethyl)-2-(p-toluenesulfonyl)-3,4-dihydro-1H-isoquinoline C(C)OC[C@H]1N(CC2=CC=CC=C2C1)S(=O)(=O)C1=CC=C(C)C=C1